(3-(((2-oxo-2H-chromen-7-yl)oxy)methyl)-3H-diazirin-3-yl)methyl 6-azidohexanoate N(=[N+]=[N-])CCCCCC(=O)OCC1(N=N1)COC1=CC=C2C=CC(OC2=C1)=O